3,5-dibromo-N-hydroxythiophene-2-sulfonamide BrC1=C(SC(=C1)Br)S(=O)(=O)NO